FC=1C(=NC=CC1)N1C(N(C=2C=NC=3C=C(C(=CC3C21)C2=NN(N=C2)C)OC)C)=O 1-(3-Fluoropyridin-2-yl)-7-methoxy-3-methyl-8-(2-methyl-2H-1,2,3-triazol-4-yl)-1,3-dihydroimidazo-[4,5-c]quinolin-2-one